O=S1(CCN(CC1)CC=1C=C2C(NC(=NC2=C(C1)C)C1=CC2=C(C=N1)C=CS2)=O)=O 6-[(1,1-dioxo-1,4-thiazinan-4-yl)methyl]-8-methyl-2-thieno[3,2-c]pyridin-6-yl-3H-quinazolin-4-one